N-(5-((2-(1,1-difluoroethyl)-1-methyl-1H-benzo[d]imidazol-6-yl)ethynyl)-8-(methylamino)-2,7-naphthyridin-3-yl)cyclopropanecarboxamide FC(C)(F)C1=NC2=C(N1C)C=C(C=C2)C#CC2=C1C=C(N=CC1=C(N=C2)NC)NC(=O)C2CC2